The molecule is a polycyclic ether comprising a linear sequence of sequence of four trans-fused oxacycles and one spiro-fused tetrahydrofuran ring. It has a role as a hapten. It is a polycyclic ether and an organic heteropentacyclic compound. C[C@H]1C[C@H]([C@@H](O[C@@H]2C[C@H]3[C@@H]([C@H]([C@@H]([C@H]4[C@H](O3)[C@H]([C@@H]([C@]5(O4)CCCO5)C)C)O)C)O[C@H]2C1)O)CO